C12OCC(CC1)(CC2)CO[C@H](C)[C@H]2N(C2)C(=O)[O-] l-2-((R)-1-((2-oxabicyclo[2.2.2]octan-4-yl)methoxy)ethyl)aziridine-1-carboxylate